4,4'-diethynylbiphenyl C(#C)C1=CC=C(C=C1)C1=CC=C(C=C1)C#C